tetraethylene glycolAt Methyl-1-methyl-4-(1-methylimidazole-2-amido)pyrrole-2-carboxylate COC(=O)C=1N(C=C(C1)NC(=O)C=1N(C=CN1)C)C.C(CO)(=O)O.C=C.C=C.C=C.C=C